2-amino-4,6-dichloro-5-methylphenol NC1=C(C(=C(C(=C1)Cl)C)Cl)O